C1(CCC1)C(=O)NC1CCC(CC1)(C(=O)NC[C@@H]1CC[C@H](CC1)C1=NC(=C(C=C1)OC)C)C1=NC=CC(=C1)C=1N=C(OC1)C1CC1 trans-4-(cyclobutanecarboxamido)-trans-(4-(2-cyclopropyloxazol-4-yl)pyridine-2-yl)-N-((trans-4-(5-methoxy-6-methylpyridin-2-yl)cyclohexyl)methyl)cyclohexanecarboxamide